octahydro-5'H-spiro[cyclopropane-1,8'-pyrrolo[1,2-a]azocine]-3'-carboxamide C1CC(N2C1CCC1(CCC2)CC1)C(=O)N